N-hydroxy-3-(pyrimidin-4-ylsulfanyl)pyridazine-4-carboximidamide ONC(=N)C1=C(N=NC=C1)SC1=NC=NC=C1